2-(3,5-dichloro-4-((1,1-dimethyl-1,4,5,6-tetrahydro-2H-oxepino[4,5-b]indol-9-yl)oxy)phenyl)-3,5-dioxo-2,3,4,5-tetrahydro-1,2,4-triazine-6-carbonitrile ClC=1C=C(C=C(C1OC1=CC=2C3=C(NC2C=C1)CCOCC3(C)C)Cl)N3N=C(C(NC3=O)=O)C#N